FC=1C=CC(=C(C1)C(CN1C(N(C(C(=C1)/C(/C)=N/OC(C)C)=O)C[C@H](C(C)C)NC(C(C)(C)C)=O)=O)O)OC N-((2S)-1-{3-[2-(5-fluoro-2-methoxyphenyl)-2-hydroxyethyl]-5-[(E)-1-(isopropoxyimino)ethyl]-2,6-dioxo-3,6-dihydropyrimidin-1(2H)-yl}-3-methylbutan-2-yl)-2,2-dimethylpropionamide